FC1=CC2=C(C(=NO2)C2CCN(CC2)CCCC=2C=C3CCN(C3=CC2)C(=O)N(C)C)C=C1 5-(3-(4-(6-Fluorobenzo[d]isoxazol-3-yl)piperidin-1-yl)propyl)-N,N-dimethylindoline-1-carboxamide